tert-butyl 5-[(4-{[1-tert-butyl-4-carbamoyl-3-(4-ethanesulfonamidophenyl)-1H-pyrazol-5-yl]amino}pyridin-2-yl)oxy]pentanoate C(C)(C)(C)N1N=C(C(=C1NC1=CC(=NC=C1)OCCCCC(=O)OC(C)(C)C)C(N)=O)C1=CC=C(C=C1)NS(=O)(=O)CC